1-[(8S)-4-(Benzylamino)-8-(2-hydroxy-2-methyl-propoxy)-5,6,7,8-tetrahydroquinazolin-2-yl]-2-methyl-indole-4-carboxamide C(C1=CC=CC=C1)NC1=NC(=NC=2[C@H](CCCC12)OCC(C)(C)O)N1C(=CC=2C(=CC=CC12)C(=O)N)C